CC=1C=CC=2N(C1)C=C(N2)C=O 6-methylimidazo[1,2-a]pyridine-2-carbaldehyde